F[C@H]1[C@@H]2CC[C@H](C[C@H]1N(C)C1=CN=C(N=N1)C1=C(C=C(C=C1)C1=CC(N(C=C1)C)=O)OC)N2C(=O)OC(C)(C)C tert-butyl (1S,2R,3R,5R)-2-fluoro-3-([3-[2-methoxy-4-(1-methyl-2-oxopyridin-4-yl)phenyl]-1,2,4-triazin-6-yl](methyl)amino)-8-azabicyclo[3.2.1]octane-8-carboxylate